C(C1=CC=CC=C1)OC(=O)N[C@@H](C(=O)OCC1=CC=CC=C1)CNC(C1=CC(=CC(=C1)F)C1=C(C(=NN1CC)C)Cl)=O (R)-benzyl 2-(((benzyloxy)carbonyl)amino)-3-(3-(4-chloro-1-ethyl-3-methyl-1H-pyrazol-5-yl)-5-fluorobenzamido)propanoate